CN(CCN(C=1C(=CC(=C(C1)OC)NC1=NC=CC(=N1)C1=CC(=C2C=NN(C2=C1)C(C)C)F)N)C)C N1-(2-(dimethylamino)ethyl)-N4-(4-(4-fluoro-1-isopropyl-1H-indazole-6-yl)pyrimidin-2-yl)-5-methoxy-N1-methylbenzene-1,2,4-triamine